Dioxacycloheptene C1=COOCCC1